[Ru].ClP(C(P(C1CCCCC1)(C1CCCCC1)(C1CCCCC1)Cl)C1=CC=CC=C1)(C1CCCCC1)(C1CCCCC1)C1CCCCC1 dichloro(phenylmethylene)bis(tricyclohexyl-phosphine) ruthenium